COC1=CC=C(C=C1)C1=NC=C(C=C1)C(F)(F)F 2-(4-methoxyphenyl)-5-trifluoromethyl-pyridine